3-[[4-[(2R)-2-[(5-deuteriospiro[2.3]hexan-5-yl)amino]-4-methyl-pentoxy]-6-(2,6-dimethylphenyl)pyrimidin-2-yl]sulfamoyl]benzoic acid [2H]C1(CC2(CC2)C1)N[C@@H](COC1=NC(=NC(=C1)C1=C(C=CC=C1C)C)NS(=O)(=O)C=1C=C(C(=O)O)C=CC1)CC(C)C